N-(2-(2-(2H-tetrazol-5-yl)phenyl)-6-(benzyl(propyl)amino)pyridin-4-yl)-2-morpholinoacetamide N=1NN=NC1C1=C(C=CC=C1)C1=NC(=CC(=C1)NC(CN1CCOCC1)=O)N(CCC)CC1=CC=CC=C1